BrC=1C=C2C=CN=NC2=C(C1)F 6-bromo-8-fluorocinnoline